N-(6-amino-5-methyl-3-pyridyl)-2-[(2S,5R)-2-(6-isoquinolyl)-5-methyl-1-piperidyl]-2-oxo-acetamide NC1=C(C=C(C=N1)NC(C(=O)N1[C@@H](CC[C@H](C1)C)C=1C=C2C=CN=CC2=CC1)=O)C